2-(4-chloro-3-fluorophenoxy)-N-[4-(hydrazinocarbonyl)-3-hydroxybicyclo[2.2.2]oct-1-yl]acetamide ClC1=C(C=C(OCC(=O)NC23CC(C(CC2)(CC3)C(=O)NN)O)C=C1)F